methyl (3S)-morpholine-3-carboxylate N1[C@@H](COCC1)C(=O)OC